(1S,3S,5S)-5-methyl-N-((4-((Z)-N'-(methylsulfonyl)carbamimidoyl)thiophen-2-yl)-methyl)-2-((4-phenoxybenzoyl)glycyl)-2-azabicyclo[3.1.0]hexane-3-carboxamide C[C@@]12C[C@H](N([C@H]2C1)C(CNC(C1=CC=C(C=C1)OC1=CC=CC=C1)=O)=O)C(=O)NCC=1SC=C(C1)/C(/N)=N/S(=O)(=O)C